2-dimethylamino-2-benzyl-1-(4-piperidylphenyl)-1-butanone CN(C(C(=O)C1=C(C=CC=C1)C1CCNCC1)(CC)CC1=CC=CC=C1)C